4-(2,4-dichlorophenyl)-7,8-dihydro-3-methyl-1-phenyl-1H-pyrazolo[3,4-b]quinolin ClC1=C(C=CC(=C1)Cl)C1=C2C(=NC=3CCC=CC13)N(N=C2C)C2=CC=CC=C2